CCCCC(CC\C=C/C)=O (Z)-8-decen-5-one